BrC1=CC=C(C=C1)C1=C(N=NN1C1=CC=C(C=C1)C#N)C#N 5-(4-bromophenyl)-1-(4-cyanophenyl)-1,2,3-triazole-4-carbonitrile